O1CCN(CC1)CC1=CC=C(C=C1)C1=CC=C(C=C1)C(C)(C)NC(OC1CN2CCC1CC2)=O Quinuclidin-3-yl (2-(4'-(morpholinomethyl)-[1,1'-biphenyl]-4-yl)propan-2-yl)carbamate